CN1CCC(CC1)(C1=NN=C(N1)C1=CC=NC=C1)NC=1C=C(C(=O)N[C@H](C)C2=CC=C(OCCCCCOCCCOCC(=O)OC)C=C2)C=CC1 (R)-methyl 2-(3-((5-(4-(1-(3-((1-methyl-4-(5-(pyridin-4-yl)-4H-1,2,4-triazol-3-yl)piperidin-4-yl)amino)benzamido)ethyl)phenoxy)pentyl)oxy)propoxy)acetate